N-(4-Hydroxy-4,4-diphosphonobutyl)-5-norbornene-2-carboxamide sodium salt [Na].OC(CCCNC(=O)C1C2C=CC(C1)C2)(P(=O)(O)O)P(=O)(O)O